FC1=C(C=CC(=C1)C)C=1CCSC2=C(C1C1=CC=C(C=C1)O[C@@H]1CN(CC1)CCCF)C=C(C=C2)O 4-(2-Fluoro-4-methylphenyl)-5-[4-[(3S)-1-(3-fluoropropyl)pyrrolidin-3-yl]oxyphenyl]-2,3-dihydro-1-benzothiepin-7-ol